(4-Hydroxy-2-phenethylphenyl)prop-2-en-1-one OC1=CC(=C(C=C1)C(C=C)=O)CCC1=CC=CC=C1